C(C)(C)(C)OC(=O)N[C@H](CC(N)=O)C(=O)O (tert-butoxycarbonyl)-D-asparagine